C(C)(C)(C)C=1NC=2N(C(C1)=O)N=CC2C=2C=C(C=CC2)NC(=O)C2=CN=C(S2)Cl N-(3-(5-(tert-butyl)-7-oxo-4,7-dihydropyrazolo[1,5-a]pyrimidin-3-yl)phenyl)-2-chlorothiazole-5-carboxamide